OC=1N=NN(C1C(=O)NCCN/1C(N2C(C3=CC(=C(C=C3CC2)OC)OC)=C\C1=N/C1=C(C=C(C=C1C)C)C)=O)C (E)-4-hydroxy-N-(2-(2-(2,4,6-trimethylphenylimino)-9,10-dimethoxy-4-oxo-6,7-dihydro-2H-pyrimido[6,1-a]isoquinolin-3(4H)-yl)ethyl)-1-methyl-1H-1,2,3-triazole-5-carboxamide